ClC1=C(C=C(C=C1)C1=CN(C(C=C1)=O)C(C)C)CC(C(=O)NC1=CC=C(C=C1)C=1C=NNC1C)NC(OC(C)(C)C)=O tert-butyl N-[1-[[2-chloro-5-(1-isopropyl-6-oxo-3-pyridyl)phenyl]methyl]-2-[4-(5-methyl-1H-pyrazol-4-yl)anilino]-2-oxo-ethyl]carbamate